6-chloro-N-((3-(methylamino)-1-phenylcyclopentyl)methyl)-2-(trifluoromethyl)quinolin-4-amine ClC=1C=C2C(=CC(=NC2=CC1)C(F)(F)F)NCC1(CC(CC1)NC)C1=CC=CC=C1